1,3-diethenyl-1,1,3,3-tetramethyl-disiloxane C(=C)[Si](O[Si](C)(C)C=C)(C)C